C(C)(=O)NC1=CC=C(C=C(C(=O)O)F)C=C1 4-acetamido-α-fluorocinnamic acid